OC[C@@H]1OC[C@@H](CS1)N1C(N=C(C=C1)NC(C)=O)=O N-(1-((2R,5S)-2-(hydroxymethyl)-1,3-oxathiaN-5-yl)-2-oxo-1,2-dihydropyrimidin-4-yl)acetamide